C(\C=C\C1=CC(OC)=C(O)C=C1)(=O)OC methyl ferulate